(R)-2-(4,4-difluoropiperidin-1-yl)-7-methyl-4-oxo-9-(1-(pyridazin-4-ylamino)ethyl)-4H-pyrido[1,2-a]pyrimidine-3-carbonitrile FC1(CCN(CC1)C=1N=C2N(C(C1C#N)=O)C=C(C=C2[C@@H](C)NC2=CN=NC=C2)C)F